(2''S)-2''-methyl-5'H-dispiro[cyclopropane-1,4'-thieno[2,3-C]pyran-7',4''-piperidine]-1''-carboxylic acid tert-butyl ester C(C)(C)(C)OC(=O)N1[C@H](CC2(CC1)OCC1(C3=C2SC=C3)CC1)C